benzotriazole diethanolamine salt N(CCO)CCO.N1N=NC2=C1C=CC=C2